CC([O-])C.CC([O-])C.[Zr+2].FC(C(C(C(C(F)(F)F)(F)F)=O)(C(F)(F)F)F)(F)F perfluoro-2-methyl-3-pentanone zirconium bis(isopropoxide)